C1(CC1)COC1=C(C#N)C(=C(C(=C1F)[2H])F)[2H] 2-(cyclopropylmethoxy)-3,5-difluorobenzonitrile-d2